FC=1C=C(C=CC1F)N1C(CCCC1=O)C=1N=C2N(C=CC(=C2)C=2C(=NOC2C)C)C1C=1SC=C(N1)C(=O)NC 2-(2-(1-(3,4-difluorophenyl)-6-oxopiperidin-2-yl)-7-(3,5-dimethylisoxazol-4-yl)imidazo[1,2-a]pyridin-3-yl)-N-methylthiazole-4-carboxamide